NC1CCN(CC1)C1=C2C(=NC=C1)N(C(=N2)C2=CC=C(C#N)C=C2)C2=CC=C(C=C2)C2CC2 4-(7-(4-aminopiperidin-1-yl)-3-(4-cyclopropylphenyl)-3H-imidazo[4,5-b]pyridin-2-yl)benzonitrile